CN1C(C(=CC=C1)NC1=CC(=NC=C1C(NC)=O)NC1=CC=C(C=N1)C(=O)OC)=O methyl 6-({4-[(1-methyl-2-oxopyridin-3-yl)amino]-5-(methylcarbamoyl)pyridin-2-yl}amino)pyridine-3-carboxylate